FC=1C=C2C(C(=CN3C2=C(C1F)OCC3)CN([C@@H]3CN(CCC3)C=3C=NC(=CC3)[N+](=O)[O-])CC3=CC(=NC=C3)C)=O (S)-9,10-difluoro-6-((((2-methyl-pyridin-4-yl)methyl)(1-(6-nitropyridin-3-yl)piperidin-3-yl)amino)methyl)-2,3-dihydro-7H-[1,4]oxazino[2,3,4-ij]quinolin-7-one